(Z)-9-undecenoate C(CCCCCCC\C=C/C)(=O)[O-]